ClC1=CC2=C(C=N1)C(=NN2CC2(CCCC2)C(=O)[O-])N2C[C@H](CC2)CS(=O)(=O)CC (S)-1-((6-chloro-3-(3-((ethylsulfonyl)methyl)pyrrolidin-1-yl)-1H-pyrazolo[4,3-c]pyridin-1-yl)methyl)cyclopentane-1-carboxylate